C(C)(C)N1CCN(CC1)C1=CC=C(C=C1)C1=C(CCC=2C=CC(=CC12)O)C1=CC=C(C=C1)NC 8-(4-(4-Isopropylpiperazin-1-yl)phenyl)-7-(4-(methylamino)phenyl)-5,6-dihydronaphthalen-2-ol